3-(trimethoxysilyl)-N-[3-(trimethoxysilyl)propyl]-1-propanamine CO[Si](CCCNCCC[Si](OC)(OC)OC)(OC)OC